10-hydroxymethyl-6-methoxy-2-methyl-7-(1-methyl-1H-pyrrol-4-yl)-9,10-dihydro-8-oxa-2,4,10a-triazanaphtho[2,1,8-cde]azulene-1(2H)-one OCC1COC2=C3C4=C(N(C(N14)=O)C)C=NC3=CC(=C2C=2C=CN(C2)C)OC